NC1N(CCCC1)C(=O)N1[C@H](COCC1)C amino-(5R)-[(3S)-methylmorpholine-N-carbonyl]-piperidine